2'-(5,5-Dimethyl-1'H,5H-spiro[furo[3,4-b]pyridine-7,4'-piperidin]-1'-yl)-1,3-dihydro-4'H-spiro[indene-2,5'-[1,3]oxazol]-4'-one CC1(OC2(CCN(CC2)C=2OC3(C(N2)=O)CC2=CC=CC=C2C3)C3=NC=CC=C31)C